COC=1C=C(C=CC1OCCO[N+](=O)[O-])C=CC(=O)O 3-(3-methoxy-4-{[2-(nitrooxy)ethyl]oxy}phenyl)acrylic acid